C1CNC(C2=CC=CC=C21)C3=CC=CC=C3 (2b,3a,5a,16b,17b)-2-(4-morpholinyl)-16-(1-pyrrolidinyl)androstane-3,17-diol